N1(CCNCC1)CCCC(=O)OC(C)(C)C tert-butyl 4-(piperazin-1-yl)butanoate